3-[6-(4-fluoro-3-{[(2S)-1-(1H-tetrazol-1-yl)propan-2-yl]oxy}phenyl)imidazo[1,2-b]pyridazin-3-yl]pyridine-4-carbonitrile FC1=C(C=C(C=C1)C=1C=CC=2N(N1)C(=CN2)C=2C=NC=CC2C#N)O[C@H](CN2N=NN=C2)C